C(CCC(=O)O)(=O)O.S(=O)(=O)(O)O.C(CCCCCCCCCCC)OCCCCCCCCCCCC lauryl ether sulfate succinate